5-(6-morpholino-4-(benzenesulfonyl)pyridin-2-yl)-4-(trifluoromethyl)thiazol-2-amine O1CCN(CC1)C1=CC(=CC(=N1)C1=C(N=C(S1)N)C(F)(F)F)S(=O)(=O)C1=CC=CC=C1